O[C@@H]1CC2CC[C@H]3[C@@H]4CC=C(C(C)=O)[C@]4(CC[C@@H]3[C@]2(CC1)C)C 3β-hydroxypregnen-20-one